3-(Bromomethyl)-1-((5-chlorothiophen-3-yl)sulfonyl)-azetidine BrCC1CN(C1)S(=O)(=O)C1=CSC(=C1)Cl